3-((5-methyl-4-methylenehexan-3-yl)oxy)butanenitrile CC(C(C(CC)OC(CC#N)C)=C)C